2-(2,6-dioxopiperidin-3-yl)-1-oxo-N-((R)-2,2,2-trifluoro-1-(1-methyl-1H-pyrazol-4-yl)ethyl)isoindoline-5-carboxamide O=C1NC(CCC1N1C(C2=CC=C(C=C2C1)C(=O)N[C@@H](C(F)(F)F)C=1C=NN(C1)C)=O)=O